3-phenyl-aminopropyl-trimethoxysilane C1(=CC=CC=C1)C(CC[Si](OC)(OC)OC)N